CC1(CC(CO1)C1=C(C=C(C=C1)F)C(C(=O)O)N1CC(C1)OCCCCCC1=NC=2NCCCC2C=C1)C 2-(2-(5,5-dimethyltetrahydrofuran-3-yl)-5-fluorophenyl)-2-(3-((5-(5,6,7,8-tetrahydro-1,8-naphthyridin-2-yl)pentyl)oxy)azetidin-1-yl)acetic acid